tert-butyl 4-((5-(trifluoromethyl)pyridin-2-yl)thio)piperidine-1-carboxylate FC(C=1C=CC(=NC1)SC1CCN(CC1)C(=O)OC(C)(C)C)(F)F